(rac)-((1s,3s)-3-(Difluoromethyl)-3-hydroxycyclobutyl)(6-(3-isopropylphenyl)-2-azaspiro[3.4]octan-2-yl)methanon FC(C1(CC(C1)C(=O)N1CC2(C1)C[C@@H](CC2)C2=CC(=CC=C2)C(C)C)O)F |r|